Cl(=O)(=O)(=O)[O-].[Li].[NH4+] ammonium lithium perchlorate